(S)-3-(4-((2-(2-(hydroxymethyl)pyrrolidin-1-yl)pyrrolo[2,1-f][1,2,4]triazin-4-yl)amino)-1H-imidazol-1-yl)cyclobutanenitrile OC[C@H]1N(CCC1)C1=NN2C(C(=N1)NC=1N=CN(C1)C1CC(C1)C#N)=CC=C2